(R)-N-(3-(7-methyl-1H-indazol-5-yl)-1-(4-(1-methylpiperidin-4-yl)piperazin-1-yl)-1-oxopropan-2-yl)-4-(2-oxo-2,5,6,8-tetrahydro-1H-thiopyrano[3,4-b]pyridin-3-yl)piperidine-1-carboxamide CC=1C=C(C=C2C=NNC12)C[C@H](C(=O)N1CCN(CC1)C1CCN(CC1)C)NC(=O)N1CCC(CC1)C1=CC2=C(NC1=O)CSCC2